ClC1=CC(=C(C=C1)C1=C(C=C(C=C1)Cl)C(F)(F)F)C(F)(F)F 4-chloro-1-[4-chloro-2-(trifluoromethyl)phenyl]-2-(trifluoromethyl)benzene